O1C[C@H](CC1)N1C2=NC(=NC=C2N=C1NC1=C(C=C(C=C1F)F)F)NC1CCC(CC1)O 4-[[9-[(3S)-oxolan-3-yl]-8-(2,4,6-trifluoroanilino)purin-2-yl]amino]cyclohexan-1-ol